BrC=1C=C(C=NC1)C(C)OC=1C=C(C(=O)OC)C=CC1C methyl 3-[1-(5-bromopyridin-3-yl) ethoxy]-4-methylbenzoate